Racemic-N-methyl-4,5,6,7-tetrahydrobenzothiophen-5-amine hydrochloride Cl.CN[C@@H]1CCC2=C(C=CS2)C1 |r|